tert-butyl 4-[5-(2-oxopyrrolidin-1-yl)-1,3-benzoxazol-2-yl]piperidine-1-carboxylate O=C1N(CCC1)C=1C=CC2=C(N=C(O2)C2CCN(CC2)C(=O)OC(C)(C)C)C1